N-[2-(5-chloro-1-methyl-pyrazol-4-yl)-2-(6-chloro-2-pyridyl)ethyl]-5-(2,4-difluorophenyl)-1,3,4-thiadiazole-2-carboxamide ClC1=C(C=NN1C)C(CNC(=O)C=1SC(=NN1)C1=C(C=C(C=C1)F)F)C1=NC(=CC=C1)Cl